FC(C(=O)O[IH]C1=C(C=CC=C1)[IH]OC(C(F)(F)F)=O)(F)F bis-[(trifluoroacetoxy)iodo]benzene